3-phenyl-1-(trimethylsilyl)pentane-1,4-diyne-3-ol C1(=CC=CC=C1)C(C#C[Si](C)(C)C)(C#C)O